[C@@H]12[C@@H](C[C@@H](CC1)O2)N (1S,2R,4R)-7-oxabicyclo[2.2.1]heptane-2-amine